ClC1=CC(=C(C=C1)C=1CCCC2=C(C1C1=CC=C(C=C1)CC1CN(C1)CCC(F)F)C=CC=C2)C(F)(F)F 8-(4-Chloro-2-(trifluoromethyl)phenyl)-9-(4-((1-(3,3-difluoropropyl)azetidin-3-yl)methyl)phenyl)-6,7-dihydro-5H-benzo[7]annulen